COC([C@H](C1=CC=CC=C1)O)=O.N1N=CC(=C1)C1=CC=C(C=C1)NC=1C2=C(N=C(N1)C=1C=C3CN(CC3=CC1)C(=O)C1CC(C1)(F)F)C=CS2 (5-(4-((4-(1H-pyrazol-4-yl)phenyl)amino)thieno[3,2-d]pyrimidin-2-yl)isoindolin-2-yl)(3,3-difluorocyclobutyl)methanone (S)-methyl-2-hydroxy-2-phenylacetate